ClC1=C(C=C(C=C1OC)OC)C1=CC2=C(N=C(N=C2)NC2=CC=C(C=C2)N2CCN(CC2)C(=O)N(C)C)N2C1=NN=C2 4-(4-((6-(2-chloro-3,5-dimethoxyphenyl)-[1,2,4]triazolo[4',3':1,6]pyrido[2,3-d]pyrimidin-2-yl)amino)phenyl)-N,N-dimethylpiperazine-1-carboxamide